N-(3-(2-(((1r,4r)-4-(dimethylamino)cyclohexyl)amino)quinazolin-6-yl)-2,4-difluorophenyl)-5-methylpyridine-3-sulfonamide CN(C1CCC(CC1)NC1=NC2=CC=C(C=C2C=N1)C=1C(=C(C=CC1F)NS(=O)(=O)C=1C=NC=C(C1)C)F)C